C(C1=CC=CC=C1)OC=1C(=C(C(=C(C1)C)C(=O)OCOC)C)Br methoxymethyl 4-(benzyloxy)-3-bromo-2,6-xylenecarboxylate